N-heptylpiperazine-1-carboximidamide C(CCCCCC)NC(=N)N1CCNCC1